(3-{[2-(5-chloropyridin-2-yl)imidazo[1,2-a]pyridin-3-yl]methyl}-3,8-diazabicyclo[3.2.1]oct-8-yl)(2-fluorophenyl)methanone ClC=1C=CC(=NC1)C=1N=C2N(C=CC=C2)C1CN1CC2CCC(C1)N2C(=O)C2=C(C=CC=C2)F